6-phenoxy-1,2,3,4-tetrahydroisoquinoline O(C1=CC=CC=C1)C=1C=C2CCNCC2=CC1